C(C)(C)(C)OC(NC1CC(C1)OC(F)F)=O N-(3-(difluoromethoxy)cyclobutyl)carbamic acid tert-butyl ester